methyl 2-bromo-5-((5-methyl-4-(pentan-3-ylamino)pyrimidin-2-yl)amino)benzoate BrC1=C(C(=O)OC)C=C(C=C1)NC1=NC=C(C(=N1)NC(CC)CC)C